C(C(C)C)NC=1N=CC2=C(N1)NC=C2C2=CC=1C=NC=CC1S2 N-isobutyl-5-(thieno[3,2-c]pyridin-2-yl)-7H-pyrrolo[2,3-d]pyrimidin-2-amine